C(CCCCCCCCCCC)C1=CC(=C(C=C1)OCC)CCO p-dodecyl-hydroxyethyl-phenetole